tert-butyl 3-(4-amino-7-bromo-5-{3-fluoro-4-[(4-methylpyrimidin-2-yl) oxy] phenyl}-5H-pyrrolo[3,2-d]pyrimidin-6-yl)-8-azabicyclo[3.2.1]oct-2-ene-8-carboxylate NC=1C2=C(N=CN1)C(=C(N2C2=CC(=C(C=C2)OC2=NC=CC(=N2)C)F)C2=CC1CCC(C2)N1C(=O)OC(C)(C)C)Br